C(=O)C1=NN(C2=CC(=CC=C12)\C=N\NC(=S)NC1=C(C=CC=C1)C(C)C)C 1-[(E)-(3-formyl-1-methylindazol-6-yl)methyleneamino]-3-(2-isopropylphenyl)thiourea